OC[C@@H]1N(C[C@@H]([C@H]([C@@H]1O)O)O)CC1CCN(CC1)C1=CC=CC=C1 (2S,3R,4R,5S)-2-(hydroxymethyl)-1-((1-phenylpiperidin-4-yl)methyl)piperidine-3,4,5-triol